Tertiary hexylaminoethyl methacrylate C(C(=C)C)(=O)OCCNC(C)(C)CCC